3,4-diazidoethoxyfurazanyl-furazan oxide N(=[N+]=[N-])C1[N+](ON=C1N=[N+]=[N-])(C1=NON=C1OCC)[O-]